FC1=CC=C(C(=C1C=1NC2=C(N1)C=CC=C2)O)OC 2-(6-fluoro-2-hydroxy-3-methoxyphenyl)benzimidazole